BrC=1C=C(C=CC1OC)C1(CC1)O 1-(3-bromo-4-methoxy-phenyl)cyclopropanol